N,N-dimethyl-3-octadecyloxypropylamine glycolate C(CO)(=O)O.CN(C)CCCOCCCCCCCCCCCCCCCCCC